N-{(3R)-1-[4-({(1R)-1-[3-(difluoromethoxy)phenyl]ethyl}amino)-2-methylpyrido[3,4-d]pyrimidin-6-yl]pyrrolidin-3-yl}acetamide FC(OC=1C=C(C=CC1)[C@@H](C)NC=1C2=C(N=C(N1)C)C=NC(=C2)N2C[C@@H](CC2)NC(C)=O)F